2'-(ethane-1,2-diylbis(5-carbamoyl-1H-benzo[d]imidazole-1,2-diyl))bis(3-bromobenzoic acid) C(CN1C(=NC2=C1C=CC(=C2)C(N)=O)C2=C(C(=O)O)C=CC=C2Br)N2C(=NC1=C2C=CC(=C1)C(N)=O)C1=C(C(=O)O)C=CC=C1Br